FC(C(C)C)(F)F 2-(trifluoromethyl)propane